3,3,4,4-tetrafluoro-7-((5-fluoropyridin-3-yl)oxy)-2a-hydroxy-2,2a,3,4-tetrahydro-1H-cyclopenta[cd]inden-1-one FC1(C(C=2C=3C1(CC(C3C(=CC2)OC=2C=NC=C(C2)F)=O)O)(F)F)F